C(C1=CC=CC=C1)OC(=O)N[C@H](C=1N=C2N(N=C(C(=C2)Cl)C(=O)OC)C1)C1CCC(CC1)(F)F Methyl (S)-2-((((benzyloxy)carbonyl)amino)(4,4-difluorocyclohexyl)methyl)-7-chloroimidazo[1,2-b]pyridazine-6-carboxylate